O=C1NNC(N1C1=CC=C(C=C1)NC(OC(C)(C)C)=O)=S tert-butyl (4-(3-oxo-5-thioxo-1,2,4-triazolidin-4-yl)phenyl)carbamate